Bromoacetic acid BrCC(=O)O